ClC=1C=C(C=NC1)C1=C(C=C(C=C1)NC(C(C)(C)C=1N=C(SC1)NS(=O)(=O)C1CC1)=O)C N-(4-(5-chloropyridin-3-yl)-3-methylphenyl)-2-(2-(cyclopropanesulfonamido)thiazol-4-yl)-2-methylpropanamide